tert-Butyl (2R,4R)-4-(4-bromo-5-methylpyrazol-1-yl)-2-methylpyrrolidine-1-carboxylate BrC=1C=NN(C1C)[C@@H]1C[C@H](N(C1)C(=O)OC(C)(C)C)C